2-(4-(tert-butyl)phenyl)-N-((5-(2,6-dioxopiperidin-3-yl)-4-oxo-5,6-dihydro-4H-thieno[3,4-c]pyrrol-1-yl)methyl)propenamide C(C)(C)(C)C1=CC=C(C=C1)C(C(=O)NCC=1SC=C2C1CN(C2=O)C2C(NC(CC2)=O)=O)=C